ClC1=CC(=CN=N1)N1CCC(CC1)(C(=O)OC)C=1C=NN(C1)C methyl 1-(6-chloropyridazin-4-yl)-4-(1-methyl-1H-pyrazol-4-yl)piperidine-4-carboxylate